(S)-5-(((4-(3-chloro-4-(2-chloro-3-(3-(((4,4-difluorocyclohexyl)amino)methyl)-1-methyl-1H-pyrrolo[2,3-b]pyridin-6-yl)phenyl)pyridin-2-yl)-2-methoxybenzyl)amino)methyl)pyrrolidin-2-one ClC=1C(=NC=CC1C1=C(C(=CC=C1)C1=CC=C2C(=N1)N(C=C2CNC2CCC(CC2)(F)F)C)Cl)C2=CC(=C(CNC[C@@H]1CCC(N1)=O)C=C2)OC